dimethyl trans-2-hexenedioate C(\C=C\CCC(=O)OC)(=O)OC